FC1=C(C(=O)C2=CNC3=NC=C(C=C32)N3CCN(CC3)C(=O)OC(C)(C)C)C(=CC=C1NS(=O)(=O)CCC)F tert-Butyl 4-(3-(2,6-difluoro-3-(propylsulfonamido)benzoyl)-1H-pyrrolo[2,3-b]pyridin-5-yl)piperazine-1-carboxylate